2-chloro-3-((trimethylsilyl)ethynyl)-5-bromo-pyridine ClC1=NC=C(C=C1C#C[Si](C)(C)C)Br